tert-butyl 4-(1-(1-methoxycyclopropyl)-4-methyl-1H-pyrazol-5-yl)-3,6-dihydropyridine-1(2H)-carboxylate COC1(CC1)N1N=CC(=C1C=1CCN(CC1)C(=O)OC(C)(C)C)C